1-(7-(6-amino-5-methoxy-3-(trifluoromethyl)pyridin-2-yl)-6-chloro-8-fluoro-2-(((2R,7aS)-2-fluorotetrahydro-1H-pyrrolizin-7a(5H)-yl)methoxy)quinazolin-4-yl)piperidine-4-carbonitrile NC1=C(C=C(C(=N1)C1=C(C=C2C(=NC(=NC2=C1F)OC[C@]12CCCN2C[C@@H](C1)F)N1CCC(CC1)C#N)Cl)C(F)(F)F)OC